COC=1C=C(NC=2C(=NC=CN2)C2=NOC(N2)=O)C=CC1C(F)(F)F 3-[3-[3-methoxy-4-(trifluoromethyl)anilino]pyrazin-2-yl]-4H-1,2,4-oxadiazol-5-one